tert-butyl 4-(1-(4-(bis(4-methoxybenzyl)amino)-2-(2-methoxypyridin-4-yl)oxazol-5-yl)-1,3-dioxopentan-2-yl)piperazine-1-carboxylate COC1=CC=C(CN(C=2N=C(OC2C(C(C(CC)=O)N2CCN(CC2)C(=O)OC(C)(C)C)=O)C2=CC(=NC=C2)OC)CC2=CC=C(C=C2)OC)C=C1